3-bromo-5-[(4-chlorophenyl)methoxy]-4-methyl-pyridine BrC=1C=NC=C(C1C)OCC1=CC=C(C=C1)Cl